NC1=C(C=CC(=C1)NCC1=CC=C(C=C1)C(F)(F)F)NC(CCCCCCCCCC)=O N-(2-amino-4-((4-(trifluoromethyl)benzyl)amino)phenyl)undecanamide